aminooctanoic acid imidazole salt N1C=NC=C1.NC(C(=O)O)CCCCCC